ClC=1C=C2C(=NC(=NC2=C(C1C1=C2C=NNC2=CC=C1C)OC1CC1)O[C@H]1CN(CC1)C)N1CCNCC1 (R)-6-chloro-8-cyclopropoxy-7-(5-methyl-1H-indazol-4-yl)-2-((1-methylpyrrolidin-3-yl)oxy)-4-(piperazin-1-yl)quinazoline